Cl.FC1=NC=CC=C1C=1C=C2C(=CNC2=CC1)C(=O)NC1=CC=C2CCCNC2=C1 5-(2-Fluoropyridin-3-yl)-N-(1,2,3,4-tetrahydroquinolin-7-yl)-1H-indole-3-carboxamide hydrochloride